N-(5-(5-(2-hydroxy-2-methylpropyloxy)benzo[d]oxazol-2-yl)-8-(methylamino)-2,7-naphthyridin-3-yl)cyclopropanecarboxamide OC(COC=1C=CC2=C(N=C(O2)C2=C3C=C(N=CC3=C(N=C2)NC)NC(=O)C2CC2)C1)(C)C